CN(C(=O)CC1=CC=C(C=C1)NC=1N=CC2=C(N1)CN(CC2)C(=O)OC(C)(C)C)C tert-butyl 2-({4-[(dimethylcarbamoyl)methyl]phenyl}amino)-5H,6H,7H,8H-pyrido[3,4-d]pyrimidine-7-carboxylate